5-(FURAN-2-YL)FURAN-2-BORONIC ACID O1C(=CC=C1)C1=CC=C(O1)B(O)O